1-[[7-[4-(azetidin-3-yl)-7-chloro-2,3-dihydro-1,4-benzoxazin-5-yl]thieno[3,2-b]pyridin-2-yl]methyl]pyrrolidine-2,5-dione, formic acid salt C(=O)O.N1CC(C1)N1CCOC2=C1C(=CC(=C2)Cl)C2=C1C(=NC=C2)C=C(S1)CN1C(CCC1=O)=O